[Si](C)(C)(C(C)(C)C)OCC1=CC=C(COC2=CC=C(C=C2)NC(=O)NCC=2C(=C3CN(C(C3=CC2)=O)C2C(NC(CC2)=O)=O)F)C=C1 1-(4-((4-(((tert-butyldimethylsilyl)oxy)methyl)benzyl)oxy)phenyl)-3-((2-(2,6-dioxopiperidin-3-yl)-4-fluoro-1-oxoisoindolin-5-yl)methyl)urea